(R/S)-5-((3,3-difluoro-1-methylpiperidin-4-yl)oxy)-4-((4-fluoro-2-methyl-1H-indole-5-yl)oxy)-7-methoxyquinazoline FC1(CN(CC[C@H]1OC1=C2C(=NC=NC2=CC(=C1)OC)OC=1C(=C2C=C(NC2=CC1)C)F)C)F |r|